6-Chloropyrido[3,2-d]pyrimidin-2-d-4-amine ClC=1C=CC=2N=C(N=C(C2N1)N)[2H]